O[C@H]1[C@@H](CCC12CCN(CC2)S(=O)(=O)N)[C@@H]2N1C(C3=CC=CC=C23)=CN=C1 (1S,2S)-1-Hydroxy-2-[(5S)-5H-imidazo[4,3-a]isoindol-5-yl]-8-azaspiro[4.5]decan-8-sulfonamid